2-amino-N-tert-butoxycarbonyl-4-(8-ethyl-5,8-diazaspiro[2.5]octan-5-yl)aniline NC1=C(NC(=O)OC(C)(C)C)C=CC(=C1)N1CC2(CC2)N(CC1)CC